C12CN(CC(N1)C2)C(=O)OC(C)(C)C tert-butyl 3,6-diazabicyclo[3.1.1]heptan-3-carboxylate